Cl.Cl.FC(C=1C=C(C=CC1)C1CC(NC1)C(=O)N)(F)F 4-(3-(trifluoromethyl)phenyl)pyrrolidine-2-carboxamide dihydrochloride